(R)-Methyl 2-(2-chloro-5-methylphenoxy)propanoate ClC1=C(O[C@@H](C(=O)OC)C)C=C(C=C1)C